(3S,4S)-tert-butyl 3-((tert-butyldiphenylsilyl)oxy)-4-(hydroxymethyl)pyrrolidine-1-carboxylate [Si](C1=CC=CC=C1)(C1=CC=CC=C1)(C(C)(C)C)O[C@@H]1CN(C[C@H]1CO)C(=O)OC(C)(C)C